2-chloro-6,7-dimethyl-7H-pyrrolo[3,4-b]pyridin-5-one ClC1=CC=C2C(=N1)C(N(C2=O)C)C